2-(3-(4-((7H-pyrrolo[2,3-d]pyrimidin-4-yl)amino)-1H-pyrazol-1-yl)-1-benzoylazetidin-3-yl)acetonitrile N1=CN=C(C2=C1NC=C2)NC=2C=NN(C2)C2(CN(C2)C(C2=CC=CC=C2)=O)CC#N